methyl 3-((3-fluoropyridin-2-yl) (morpholino) methyl)-4-hydroxybenzoate FC=1C(=NC=CC1)C(C=1C=C(C(=O)OC)C=CC1O)N1CCOCC1